COC1CCN(C1)C 4-methoxy-1-methylpyrrolidin